methyl 6-(3-chloro-2-fluoro-6-(methylsulfinyl)phenyl)pyrazine-2-carboxylate ClC=1C(=C(C(=CC1)S(=O)C)C1=CN=CC(=N1)C(=O)OC)F